N[C@@H](C)C(=O)N[C@H](C)C(=O)OC(C)(C)C tert-Butyl L-alanyl-D-alaninate